methyl 4-(5-amino-2-((4-methyl-1,2,5-oxadiazol-3-yl)methyl)-3-oxo-7-phenyl-2,3-dihydro-[1,2,4]triazolo[4,3-c]pyrimidin-8-yl)-6-methylpicolinate NC1=NC(=C(C=2N1C(N(N2)CC2=NON=C2C)=O)C2=CC(=NC(=C2)C)C(=O)OC)C2=CC=CC=C2